ClC1=CC=C(C=C1)N(C(=O)N)C1=CC(=C(C=C1)Cl)C(F)(F)F N-(4-chlorophenyl)-N-[4-chloro-3-(trifluoromethyl)phenyl]-urea